benzyl 4-[methyl(piperidin-4-yl)amino]piperidine-1-carboxylate CN(C1CCN(CC1)C(=O)OCC1=CC=CC=C1)C1CCNCC1